3-(3-Chloro-4-fluorophenyl)-1-((4,6-dihydro-1H-furo[3,4-c]pyrazol-3-yl)methyl)-1-(2-methoxypyridin-4-yl)urea ClC=1C=C(C=CC1F)NC(N(C1=CC(=NC=C1)OC)CC=1C2=C(NN1)COC2)=O